OC1=CC(=NC2=NC(=CC=C12)C1=C(C=C(C=C1C)C)OC)C1=CCCN(C1)C(=O)OC(C)(C)C tert-butyl 5-[4-hydroxy-7-(2-methoxy-4,6-dimethyl-phenyl)-1,8-naphthyridin-2-yl]-3,6-dihydro-2H-pyridine-1-carboxylate